COC([C@](C)(O)C1=CC(=CC=C1)Br)=O (R)-2-(3-bromo-phenyl)-2-hydroxy-propionic acid methyl ester